CS(=O)(=O)OCC1=NC=C(C=C1)Br (5-bromopyridin-2-yl)methyl methanesulfonate